ClC1=C(C=CC=C1C)O 2-CHLORO-3-METHYLPHENOL